C(C)(C)C1=NC=NC=C1C=1N=CC2=C(N1)C(=CS2)CC2=CC=C(C=C2)C=2N(C=C(N2)C(F)(F)F)C 2-(4-isopropylpyrimidin-5-yl)-7-(4-(1-methyl-4-(trifluoromethyl)-1H-imidazol-2-yl)benzyl)thieno[3,2-d]pyrimidine